(5-(2-chloropyridin-3-yl)oxazol-2-yl)(3,3-difluorocyclobutyl)methanone ClC1=NC=CC=C1C1=CN=C(O1)C(=O)C1CC(C1)(F)F